N-(quinolin-8-yl)-2-(trifluoromethyl)pyridine-4-sulfonamide N1=CC=CC2=CC=CC(=C12)NS(=O)(=O)C1=CC(=NC=C1)C(F)(F)F